CC(CCCC=C)C 6-methyl-heptene